4-(1-((3,3-difluorocyclobutyl)methyl)-4-methyl-3-(trifluoromethoxy)-1H-pyrazole-5-carboxamido)picolinamide FC1(CC(C1)CN1N=C(C(=C1C(=O)NC1=CC(=NC=C1)C(=O)N)C)OC(F)(F)F)F